1-(5-carboxypentyl)-3,3-dimethyl-2-((1E,3Z)-3-(1,3,3-trimethylindolin-2-ylidene)prop-1-enyl)-3H-indolium C(=O)(O)CCCCC[N+]1=C(C(C2=CC=CC=C12)(C)C)\C=C\C=C\1/N(C2=CC=CC=C2C1(C)C)C